(E)-4-fluoro-1-(3-(4-(3-hydroxyazetidin-1-yl)-1-(4-(trifluoromethoxy)phenyl)-1H-pyrazolo[4,3-c]pyridin-3-yl)azetidin-1-yl)but-2-en-1-one FC/C=C/C(=O)N1CC(C1)C1=NN(C2=C1C(=NC=C2)N2CC(C2)O)C2=CC=C(C=C2)OC(F)(F)F